3-cyclopropyl-7-fluoro-2-methyl-2H-indazole C1(CC1)C=1N(N=C2C(=CC=CC12)F)C